S1C=NC2=C1C=CC(=C2)NC2=CC=NC1=CC(=CC=C21)C2=C(C=C(CN1CC(N(CC1)C)=O)C=C2)F 4-(4-(4-(benzo[d]thiazol-5-ylamino)quinolin-7-yl)-3-fluorobenzyl)-1-methylpiperazin-2-one